ClC=1C=CC=2N(N1)C=C(N2)CNC(C2=CC(=C(C=C2)C)S(=O)(=O)C)=O N-((6-chloroimidazo[1,2-b]pyridazin-2-yl)methyl)-4-methyl-3-(methylsulfonyl)benzamide